1,3,5-trimethylcyclotrisiloxane C[SiH]1O[SiH](O[SiH](O1)C)C